6-Cyclopropyl-N-[(2-methyl-8-quinolyl)sulfonyl]-4-(trifluoromethyl)benzofuran-2-carboxamide C1(CC1)C1=CC2=C(C=C(O2)C(=O)NS(=O)(=O)C=2C=CC=C3C=CC(=NC23)C)C(=C1)C(F)(F)F